6,7,8,9-tetrahydro-5h-benzocyclohepten-5-ol C1=CC=CC2=C1CCCCC2O